C(C=C)(=O)O.C(C=C)(=O)O.C(CSSCCO)O 2,2'-dithio-diethanol diacrylate